(S)-6-((1-(2,3-Dihydrobenzofuran-6-yl)ethyl)amino)-3-isopropylpyrimidine-2,4(1H,3H)-dione O1CCC2=C1C=C(C=C2)[C@H](C)NC2=CC(N(C(N2)=O)C(C)C)=O